2-fluoro-4-(5-(trifluoromethyl)-1,2,4-oxadiazol-3-yl)benzoic acid FC1=C(C(=O)O)C=CC(=C1)C1=NOC(=N1)C(F)(F)F